BrC1=C2C(NC(=NC2=CC(=C1)F)CSC1CCOCC1)=O 5-bromo-7-fluoro-2-(((tetrahydro-2H-pyran-4-yl)thio)methyl)quinazolin-4(3H)-one